acetone dimethyl hydrazone CN(N=C(C)C)C